N1(CCC1)[C@H]1CN(CCC1)C1=CC=2N=C(N(C(C2C(=N1)C1=C(C=C(C=C1)Cl)F)=O)C)C (R)-7-(3-(azetidin-1-yl)piperidin-1-yl)-5-(4-chloro-2-fluorophenyl)-2,3-dimethylpyrido[4,3-d]pyrimidin-4(3H)-one